7-(1'-methyl-[1,3'-bipiperidin]-4-yl)-5-(4-phenoxyphenyl)-7H-pyrrolo[2,3-d]pyrimidin-4-amine CN1CC(CCC1)N1CCC(CC1)N1C=C(C2=C1N=CN=C2N)C2=CC=C(C=C2)OC2=CC=CC=C2